C1(=CC=CC=C1)CS(=O)(=O)Cl phenylmeth-anesulfonyl chloride